N1C=NC2=C1C=CC(=C2)N2C([C@@H]([C@@H]2C2=C(C=C(C=C2F)OCCC(F)F)F)C2COC2)=O (3R,4R)-1-(1H-benzo[d]imidazol-5-yl)-4-(4-(3,3-difluoropropoxy)-2,6-difluorophenyl)-3-(oxetan-3-yl)azetidin-2-one